L-Aspartic acid sodium salt [Na+].N[C@@H](CC(=O)[O-])C(=O)[O-].[Na+]